C(C)(=O)OC[C@H]([C@H]([C@@H]([C@H](C(=O)SCCCCCCCCCCCC)OC(C)=O)OC(C)=O)OC(C)=O)OC(=O)OC(C)(C)C (2R,3R,4S,5R)-2-((tert-butoxycarbonyl) oxy)-6-(dodecylthio)-6-oxohexane-1,3,4,5-tetrayl tetraacetate